(1R,3S,5S)-4-(benzyloxy)-3-((((1s,4R)-4-phenylcyclohexyl)oxy)methyl)-2-azabicyclo[3.2.0]heptane C(C1=CC=CC=C1)OC1[C@@H](N[C@@H]2CC[C@H]12)COC1CCC(CC1)C1=CC=CC=C1